C(C)OC(C(=O)OCCC)OC(C1=C(C=C(C(=C1)N1N=CC(=CC1=O)C(F)(F)F)F)Cl)=O 2-chloro-4-fluoro-5-(4-trifluoromethyl-6-oxopyridazin-1(6H)-yl)benzoic acid (1-ethoxy-1-n-propoxycarbonylmethyl) ester